N-morpholinoethyl-2,4-dimethyl-5-formylpyrrole-3-carboxamide O1CCN(CC1)CCNC(=O)C1=C(NC(=C1C)C=O)C